C(C1=CN=CC=C1)(=O)OCCNC(CCCC[P+](C1=CC=CC=C1)(C1=CC=CC=C1)C1=CC=CC=C1)=O (5-((2-(nicotinoyloxy)ethyl)amino)-5-oxopentyl)triphenylphosphonium